1-(1,1-dimethylethyl) 2-phosphonoacetate P(=O)(O)(O)CC(=O)OC(C)(C)C